2,2,2-trifluoro-1-(4-(4-(3-((4-Hydroxyphenethyl)amino)prop-1-yn-1-yl)phenyl)piperazin-1-yl)ethan-1-one FC(C(=O)N1CCN(CC1)C1=CC=C(C=C1)C#CCNCCC1=CC=C(C=C1)O)(F)F